C(C)C12CC3(CC(CC(C1)C3)C2)CCN 2-(3-ethyl-adamantan-1-yl)ethan-1-amine